(1R,2S,5S)-3-(1-(3-chlorophenyl)cyclopropanecarbonyl)-6,6-dimethyl-N-((S)-1-oxo-3-((S)-2-oxopyrrolidin-3-yl)propan-2-yl)-3-azabicyclo[3.1.0]hexane-2-carboxamide ClC=1C=C(C=CC1)C1(CC1)C(=O)N1[C@@H]([C@H]2C([C@H]2C1)(C)C)C(=O)N[C@H](C=O)C[C@H]1C(NCC1)=O